The molecule is a carboxylic ester that is a modified acyl glycerol with oleoyl and linolenoyl entities at C-1 and C-2, respectively, and an aniline moiety at C-3. It derives from an oleic acid, a PAP and an alpha-linolenic acid. CCCCCCCC/C=C\\CCCCCCCC(=O)OCC(CNC1=CC=CC=C1)OC(=O)CCCCCCC/C=C\\C/C=C\\C/C=C\\CC